C1CCC2=C(C=3CCCC3C=C12)NC(=O)OC(C(=O)OCC)CN1N=CC=C1 Ethyl 2-{[(1,2,3,5,6,7-hexahydro-s-indacen-4-yl)-carbamoyl]oxy}-3-(1H-pyrazol-1-yl)propanoate